trans-4-Hydroxy-N-(4-(2-isopropylthiazol-5-yl)pyridin-2-yl)-N-((trans-4-(5-methoxy-6-methylpyridin-2-yl)cyclohexyl)methyl)cyclohexanecarboxamide O[C@@H]1CC[C@H](CC1)C(=O)N(C[C@@H]1CC[C@H](CC1)C1=NC(=C(C=C1)OC)C)C1=NC=CC(=C1)C1=CN=C(S1)C(C)C